(2,2-Diethoxyethyl)(2-methoxyphenyl)sulfide C(C)OC(CSC1=C(C=CC=C1)OC)OCC